FC(O[C@@H]1CC[C@H](CC1)NC1=NN2C(C=N1)=C(C=C2)C2=CC=C1C(=N2)N(C(=N1)C)CCOC)F N-(trans-4-(difluoromethoxy)cyclohexyl)-5-(3-(2-methoxyethyl)-2-methyl-3H-imidazo[4,5-b]pyridin-5-yl)pyrrolo[2,1-f][1,2,4]triazin-2-amine